(R)-2-(4-(2-(4-chlorophenyl)-2,3-dihydrobenzo[b][1,4]dioxin-5-yl)piperidin-1-yl)acetimidamide ClC1=CC=C(C=C1)[C@@H]1COC2=C(O1)C=CC=C2C2CCN(CC2)CC(N)=N